3-(1'-((2,2-difluorobenzo[d][1,3]dioxol-4-yl)methyl)-7-oxo-5,7-dihydro-2H,6H-spiro[furo[2,3-f]isoindole-3,4'-piperidin]-6-yl)piperidine-2,6-dione FC1(OC2=C(O1)C=CC=C2CN2CCC1(CC2)COC2=CC=3C(N(CC3C=C21)C2C(NC(CC2)=O)=O)=O)F